ethoxytrihydroxy(methyl)propane triacrylate C(C=C)(=O)O.C(C=C)(=O)O.C(C=C)(=O)O.C(C)OC(CC(O)(O)O)C